cetyl-methyl-bis(hydroxyethyl)ammonium salicylate C(C=1C(O)=CC=CC1)(=O)[O-].C(CCCCCCCCCCCCCCC)[N+](CCO)(CCO)C